6-fluoro-5-methyl-1-(oxan-2-yl)-1H-indazole FC1=C(C=C2C=NN(C2=C1)C1OCCCC1)C